ClC=1C(=CC(=C(C1)S(=O)(=O)NC=1N=CSC1)F)N[C@@H](C)C1=C(C=CC(=C1)C1CC1)F (S)-5-chloro-4-((1-(5-cyclopropyl-2-fluorophenyl)ethyl)amino)-2-fluoro-N-(thiazol-4-yl)benzenesulfonamide